1-(4-{7-cyclopropyl-5-[(1R)-1-methyl-1,2,3,4-tetrahydroisoquinoline-2-carbonyl]-pyrazolo[1,5-a]pyrimidin-2-yl}-3-fluorophenyl)piperidine-3-carboxamide C1(CC1)C1=CC(=NC=2N1N=C(C2)C2=C(C=C(C=C2)N2CC(CCC2)C(=O)N)F)C(=O)N2[C@@H](C1=CC=CC=C1CC2)C